(2-fluorophenyl)[4-[3-[[[4-(1-methylethyl)phenyl]methyl]amino]-4-nitrophenyl]-1-piperazinyl]methanone FC1=C(C=CC=C1)C(=O)N1CCN(CC1)C1=CC(=C(C=C1)[N+](=O)[O-])NCC1=CC=C(C=C1)C(C)C